CC1([C@H]2CN[C@@H]([C@@H]12)C(=O)O)C (1R,2S,5S)-6,6-Dimethyl-3-azabicyclo-[3.1.0]hexane-2-carboxylic acid